ClC1=C2C(=C(NC2=CC=C1F)C(=O)N1CCN(CC1)C(=O)[C@@H]1N(CCOC1)C)F (R)-(4-chloro-3,5-difluoro-1H-indol-2-yl)(4-(4-methylmorpholine-3-carbonyl)piperazin-1-yl)methanone